2-hydroxy-5-sulfamoyl-4-(8,8,8-trifluorooctylamino)benzoic acid OC1=C(C(=O)O)C=C(C(=C1)NCCCCCCCC(F)(F)F)S(N)(=O)=O